N-(2,6-dioxo-3-piperidyl)-phthalimide O=C1NC(CCC1N1C(C=2C(C1=O)=CC=CC2)=O)=O